N-(6-((6-cyclopropyl-8-(3-(2-hydroxyethyl)-2,4-dioxoimidazolidin-1-yl)imidazo[1,2-a]pyridin-2-yl)methoxy)pyrimidin-4-yl)-2-(4-methylpyrimidin-2-yl)cyclopropane-1-carboxamide C1(CC1)C=1C=C(C=2N(C1)C=C(N2)COC2=CC(=NC=N2)NC(=O)C2C(C2)C2=NC=CC(=N2)C)N2C(N(C(C2)=O)CCO)=O